FC(C(=O)[O-])(C(C(C(F)(F)F)(F)F)(F)F)F.FC(C(=O)[O-])(C(C(C(F)(F)F)(F)F)(F)F)F.C(CCC)[Sn+2]CCCC dibutyltin bis(perfluorovalerate)